COC1=CC(=CC=2C3=CC=CC=C3C=CC12)OC 1,3-dimethoxyphenanthrene